CC1(CCN(CC1)CC1=CC=C(C=C1)N1CC(NC2(C1)CCN(CC2)C2=NC=NC(=C2)NC(C)C)=O)C 4-(4-((4,4-Dimethylpiperidin-1-yl)methyl)phenyl)-9-(6-(isopropylamino)pyrimidin-4-yl)-1,4,9-triazaspiro[5.5]undecan-2-one